ClC=1C(=NC=CC1)OC1=CC=C(C=C1)C1=C(C=NCN1CC)C 6-{4-[(3-chloropyridin-2-yl)oxy]phenyl}-1-ethyl-5-methylpyrimidine